3,3,4,4,5,5,6,6,7,7,8,8,9,9,10,10,10-heptadecafluorodecyl 2-propenoate C(C=C)(=O)OCCC(C(C(C(C(C(C(C(F)(F)F)(F)F)(F)F)(F)F)(F)F)(F)F)(F)F)(F)F